12-cyclohexyl-19-hexyl-15-isobutyl-3,16,18-trimethyl-1-oxa-4,7,10,13,16-pentaazacyclononadecane-5,8,11,14,17-pentaone C1(CCCCC1)C1C(NCC(NCC(NC(COC(C(C(N(C(C(N1)=O)CC(C)C)C)=O)C)CCCCCC)C)=O)=O)=O